NCC=1C=C(C=CC1)C=1C=CC2=C(C(=C(O2)C)COC2=C(C=CC(=C2)OC)CC(=O)O)C1 2-(2-((5-(3-(aminomethyl)phenyl)-2-methylbenzofuran-3-yl)methoxy)-4-methoxyphenyl)acetic acid